(4R,5R)-4-((5-chloro-4-(4-fluoro-1-isopropyl-2-methyl-1H-benzo[d]imidazol-6-yl)pyrimidin-2-yl)amino)-2-(methoxymethyl)-4,5,6,7-tetrahydropyrazolo[1,5-a]pyridin-5-ol ClC=1C(=NC(=NC1)N[C@@H]1C=2N(CC[C@H]1O)N=C(C2)COC)C=2C=C(C1=C(N(C(=N1)C)C(C)C)C2)F